benzyl 3-carbamoyl-5-methylenepiperidine-1-carboxylate C(N)(=O)C1CN(CC(C1)=C)C(=O)OCC1=CC=CC=C1